C1(=CC=CC=C1)N=NC1=CC=C(C=C1)O 4-(phenylazo)phenol